7-bromo-1-methyl-3-({[(3S)-1-(pyridin-3-yl)piperidin-3-yl]amino}methyl)-1,4-di-hydroquinolin-4-one BrC1=CC=C2C(C(=CN(C2=C1)C)CN[C@@H]1CN(CCC1)C=1C=NC=CC1)=O